C(CC1=CC=CC=C1)OC(NC1=CC(=C(C=C1)C)C1=NC=CC=N1)=O (4-Methyl-3-(pyrimidin-2-yl)phenyl)carbamic acid phenethyl ester